1-(4-(2,3-dimethylphenyl)piperidin-1-yl)-2-(3-((3R,4R)-3-fluoro-4-hydroxypiperidine-1-carbonyl)-5,6-dihydrocyclopenta[c]pyrazol-1(4H)-yl)ethanone CC1=C(C=CC=C1C)C1CCN(CC1)C(CN1N=C(C2=C1CCC2)C(=O)N2C[C@H]([C@@H](CC2)O)F)=O